FC(C1=C2CN(CC2=C2CCCC2=N1)C(CC1CN(C1)C=1C=NC=NC1)=O)F 1-(4-Difluoromethyl-3,6,7,8-tetrahydro-1H-2,5-diaza-as-indacen-2-yl)-2-(1-pyrimidin-5-yl-azetidin-3-yl)-ethanone